C1OCC12CC(C2)NC2=NC=C1N=C(N(C1=N2)C2CCC(CC2)C(=O)N)NC2=C(C=C(C=C2F)C#N)Cl (1s,4s)-4-(2-(2-oxaspiro[3.3]heptan-6-ylamino)-8-(2-chloro-4-cyano-6-fluorophenylamino)-9H-purin-9-yl)cyclohexanecarboxamide